2-(((1r,4r)-4-(((5-fluoropyridin-3-yl)(phenyl)carbamoyloxy)methyl)cyclohexyl)methoxy)acetic acid FC=1C=C(C=NC1)N(C(=O)OCC1CCC(CC1)COCC(=O)O)C1=CC=CC=C1